tert-butyl ((3S,4R,E)-4-(benzyloxy)-1-((2R,3S,4R,5S,6R)-3,4,5-tris(benzyloxy)-6-(hydroxymethyl)tetrahydro-2H-pyran-2-yl)nonadec-1-en-3-yl)carbamate C(C1=CC=CC=C1)O[C@@H]([C@H](/C=C/[C@H]1O[C@@H]([C@@H]([C@@H]([C@H]1OCC1=CC=CC=C1)OCC1=CC=CC=C1)OCC1=CC=CC=C1)CO)NC(OC(C)(C)C)=O)CCCCCCCCCCCCCCC